ClC1=C(C=CC(=C1)NC=1C=2N(C=CN1)C(=CN2)C=2C(=NNC2)C(F)(F)F)C(=O)N2CCN(CC2)C(=O)C2CCNCC2 [2-chloro-4-[[3-[3-(trifluoromethyl)-1H-pyrazol-4-yl]imidazo[1,2-a]pyrazin-8-yl]amino]phenyl]-[4-(piperidine-4-carbonyl)piperazin-1-yl]methanone